5-(6-acetyl-2-(methylsulfonyl)pyrimidin-4-yl)-1-(3,4-dimethoxybenzyl)pyridin-2(1H)-one C(C)(=O)C1=CC(=NC(=N1)S(=O)(=O)C)C=1C=CC(N(C1)CC1=CC(=C(C=C1)OC)OC)=O